N-(2-(3-(4,4,5,5-tetramethyl-1,3,2-dioxaborolan-2-yl)phenoxy)ethyl)methanesulfonamide CC1(OB(OC1(C)C)C=1C=C(OCCNS(=O)(=O)C)C=CC1)C